C(SCC(=O)O)(SCC(=O)O)=S bis(carboxymethyl) Trithiocarbonate